BrC1=C(C(=CC(=C1)[N+](=O)[O-])Br)N=NC1=CC(=C(C2=CC=CC=C12)O)OCCCCCCCCCCCCCCCCCC 4-[(2,6-dibromo-4-nitrophenyl)azo]-2-octadecyloxy-1-naphthol